C(C)OC(=O)C=1SC(=NN1)C1=NC=CN=C1 5-(pyrazin-2-yl)-1,3,4-thiadiazole-2-carboxylic acid ethyl ester